ClC=1C=C(COC2CNC2)C=CC1C(F)(F)F 3-((3-Chloro-4-(trifluoromethyl)benzyl)oxy)azetidine